acryloxyhexoxybenzophenone C(C=C)(=O)OCCCCCCOC1=C(C(=O)C2=CC=CC=C2)C=CC=C1